CC1=C(C(CC1C)=O)C(C)CCC=C(C)C 3,4-dimethyl-2-(6-methylhept-5-en-2-yl)cyclopent-2-en-1-one